5,7-dimethoxy-3-(3-(methyl-(piperidinyl)amino)propoxy)-2-(3,4,5-trimethoxyphenyl)-4H-chromene-4-one COC1=C2C(C(=C(OC2=CC(=C1)OC)C1=CC(=C(C(=C1)OC)OC)OC)OCCCN(N1CCCCC1)C)=O